COCCCO[SiH3] methoxypropoxysilane